2-Amino-N-(1-{8-chloro-5-[4-(methylsulfonyl)piperazin-1-yl]imidazo[1,5-a]pyridin-6-yl}ethyl)pyrazolo[1,5-a]pyrimidine-3-carboxamide NC1=NN2C(N=CC=C2)=C1C(=O)NC(C)C=1C=C(C=2N(C1N1CCN(CC1)S(=O)(=O)C)C=NC2)Cl